p-sulfosalicylate S(=O)(=O)(O)C=1C=C(C(C(=O)[O-])=CC1)O